BrCC1=NNC(=C1)C1=CC=CC=C1 3-(bromomethyl)-5-phenyl-1H-pyrazole